[1-[2-[2-[[3-(2-amino-6-chloro-pyrimidin-4-yl)-1-methyl-pyrazol-4-yl]methyl]phenoxy]ethyl]-3-(chloromethyl)azetidin-3-yl]methanol NC1=NC(=CC(=N1)C1=NN(C=C1CC1=C(OCCN2CC(C2)(CCl)CO)C=CC=C1)C)Cl